(±)-2-(2-(7-(3-(Aminomethyl)phenyl)benzofuran-5-yl)-4-methyl-3,4-dihydro-2H-benzo[b][1,4]oxazin-8-yl)acetic acid NCC=1C=C(C=CC1)C1=CC(=CC=2C=COC21)[C@@H]2CN(C1=C(O2)C(=CC=C1)CC(=O)O)C |r|